ClC1=C(C(C=2C=CC(=NC2C1=O)C)=O)NC=1C=CC(=C(C#N)C1)N1CCN(CC1)C 5-((7-chloro-2-methyl-5,8-dioxo-5,8-dihydroquinolin-6-yl)amino)-2-(4-methylpiperazin-1-yl)benzonitrile